2-[2-fluoro-5-(furan-2-amido)phenyl]-2H-pyrazolo[3,4-b]pyridin FC1=C(C=C(C=C1)NC(=O)C=1OC=CC1)N1N=C2N=CC=CC2=C1